2-(2-((5-cyclopropyl-3-(2,6-dichlorophenyl)isoxazol-4-yl)methyl)-7-azaspiro[3.5]non-7-yl)-4-fluorobenzo[d]thiazole-6-carboxylic acid C1(CC1)C1=C(C(=NO1)C1=C(C=CC=C1Cl)Cl)CC1CC2(C1)CCN(CC2)C=2SC1=C(N2)C(=CC(=C1)C(=O)O)F